α-ethylalanine C(C)[C@](N)(C)C(=O)O